The molecule is a tripeptide composed of L-leucine, L-phenylalanine and L-aspartic acid joined in sequence by peptide linkages. It has a role as a metabolite. It derives from a L-leucine, a L-phenylalanine and a L-aspartic acid. CC(C)C[C@@H](C(=O)N[C@@H](CC1=CC=CC=C1)C(=O)N[C@@H](CC(=O)O)C(=O)O)N